F[C@H]1[C@@H](C1)C=1N=NNN1 5-((1S,2R)-2-fluorocyclopropyl)-2H-tetrazol